NC1=NC=2C=C(C(=CC2C2=C1C=NN2C)C(=O)N(C2CC2)CC2=NC=C(C(=C2)C)Br)F 4-amino-N-((5-bromo-4-methylpyridin-2-yl)methyl)-N-cyclopropyl-7-fluoro-1-methyl-1H-pyrazolo[4,3-c]quinoline-8-carboxamide